4-(8-(2-Bromophenethyl)-2,6-dioxo-1-(prop-2-yn-1-yl)-1,2,6,7-tetrahydro-3H-purin-3-yl)butane-1-sulfonic acid BrC1=C(CCC2=NC=3N(C(N(C(C3N2)=O)CC#C)=O)CCCCS(=O)(=O)O)C=CC=C1